FC=1C(=CC(=NC1)C(C)C)[S@@](=O)(N)=NC(NC1=C2CCCC2=CC=2CCCC12)=O |o1:10| (R) or (S)-5-fluoro-N'-((1,2,3,5,6,7-hexahydro-s-indacen-4-yl)carbamoyl)-2-isopropylpyridine-4-sulfonimidamide